ethyl (E)-3-(5-fluoropyrimidin-4-yl)acrylate FC=1C(=NC=NC1)/C=C/C(=O)OCC